Ethyl-(S)-2-(6-amino-3-(3-(5-methyl-1,2,4-oxadiazol-3-yl)benzamido)hexanamido)-4-methylthiazole-5-carboxylate C(C)OC(=O)C1=C(N=C(S1)NC(C[C@H](CCCN)NC(C1=CC(=CC=C1)C1=NOC(=N1)C)=O)=O)C